2,3,4,5-tetrafluoro-N,N-dimethyl-6-(methylamino)benzenesulfonamide FC1=C(C(=C(C(=C1F)F)F)NC)S(=O)(=O)N(C)C